FC=1C(=NC(=NC1)N1CC2(CC(C2)=O)C1)COC1=CC=C(C=C1)C(C)(C)C1=CC=C(OC2CC(C2)NC(OC(C)(C)C)=O)C=C1 tert-butyl ((1s,3s)-3-(4-(2-(4-((5-fluoro-2-(2-oxo-6-azaspiro[3.3]heptane-6-yl)pyrimidin-4-yl)methoxy)benzeneyl)propan-2-yl)phenoxy)cyclobutyl)carbamate